[Cl].C(CC)C1=NC=CN1C propyl-3-methylimidazole chlorine salt